NC=1N=C(C2=C(N1)C=C(C=N2)C=2C=CC(=NC2)CN2CCN(CC2)C(=O)OC(C)(C)C)NC(CO)(CCCC)C Tert-butyl 4-((5-(2-Amino-4-((1-hydroxy-2-methylhexan-2-yl)amino)pyrido[3,2-d]pyrimidin-7-yl)pyridin-2-yl)methyl)piperazine-1-carboxylate